C(=O)(OCC1C2=CC=CC=C2C2=CC=CC=C12)N1[C@H](CCC1)C(=O)O Fmoc-D-proline